1-hydroxy-3,3,5-trimethyl-5-hydroxymethylcyclohexane OC1CC(CC(C1)(CO)C)(C)C